Methyl (S)-1-(4,4-dimethyltetrahydrofuran-3-yl)-2-(2-fluoro-4-(6-hydroxypyridin-2-yl)benzyl)-1H-benzo[d]imidazole-6-carboxylate CC1([C@@H](COC1)N1C(=NC2=C1C=C(C=C2)C(=O)OC)CC2=C(C=C(C=C2)C2=NC(=CC=C2)O)F)C